CC1=NC(=NO1)C=1C=C(CON=C(C)C2=C(C(=C(C=C2)O)O)Cl)C=CC1 (2-chloro-3,4-dihydroxyphenyl)ethan-1-one O-(3-(5-methyl-1,2,4-oxadiazol-3-yl)benzyl) oxime